6-(3,4-difluorophenyl)-1-[(5-fluoro-3-pyridyl)methyl]-3-methyl-imidazo[4,5-b]pyridin-2-one FC=1C=C(C=CC1F)C=1C=C2C(=NC1)N(C(N2CC=2C=NC=C(C2)F)=O)C